C(\C=C\C=C/C)O (2e,4z)-hexa-2,4-dien-1-ol